FC1=CC(=C(C=C1)N1CN(C(C2=CC(=CC=C12)C(F)(F)F)=O)C=1C=NNC1)C 1-(4-fluoro-2-methylphenyl)-3-(1H-pyrazol-4-yl)-6-(trifluoromethyl)-2,3-dihydroquinazolin-4(1H)-one